FC=1C=C2C(=NC(=NC2=CC1)NC1=C(C=C(C=C1)N1CCN(CC1)C(=O)OC(C)(C)C)OC)C(F)(F)F 6-fluoro-N-(2-methoxy-4-(4-(tert-butoxycarbonyl)piperazin-1-yl)phenyl)-4-trifluoromethylquinazolin-2-amine